(1S,3R)-N-(4-(4-fluoro-1-isopropyl-1H-benzo[d]imidazol-6-yl)-5-methylpyridin-2-yl)-3-propionylaminocyclohexane-1-carboxamide FC1=CC(=CC=2N(C=NC21)C(C)C)C2=CC(=NC=C2C)NC(=O)[C@@H]2C[C@@H](CCC2)NC(CC)=O